3-(4-chlorophenyl)-N-(1-hydroxy-2-methylpropan-2-yl)-5-(2-prop-2-ylpyrazol-3-yl)benzamide ClC1=CC=C(C=C1)C=1C=C(C(=O)NC(CO)(C)C)C=C(C1)C=1N(N=CC1)C(C)C